C1=CC=CC=2C=CC=3C4=C(SC3C12)C(=CC=C4)B(O)O benzo[b]naphtho[2,1-d]thiophene-10-boronic acid